3-(bromomethyl)-1-methylpiperidine hydrobromide Br.BrCC1CN(CCC1)C